O1CCN(CC1)C=1C=CC(=NC1)NC=1C=CC(=C2CNC(C12)=O)C1=CC=NC=C1 7-[(5-morpholino-2-pyridyl)amino]-4-(4-pyridyl)isoindolin-1-one